OC1C2=C(C(N1CCC(=O)OC(C)(C)C)=O)SC1=C2C=C(C(=C1)OC)OC Tert-butyl 3-(1-hydroxy-6,7-dimethoxy-3-oxo-1,3-dihydro-2H-benzo[4,5]thieno[2,3-c]pyrrol-2-yl)propanoate